N1C=NC=2NC=NC2C1 1,9-dihydro-6H-purine